ClC=1C=2N(C=C(N1)C=1C=NN(C1)CC1=CC=C(C=C1)OC)N=CC2C#N 4-chloro-6-(1-(4-methoxybenzyl)-1H-pyrazol-4-yl)pyrazolo[1,5-a]Pyrazine-3-carbonitrile